Cl.CN1N=C(C=C1NC=1N=CC2=C(N1)N1C(C(=C2)C=2C=C(C=CC2C)NC(=O)C2=NC=CC(=C2)C(F)(F)F)=NCC1)C N-(3-(2-((1,3-dimethyl-1H-pyrazol-5-yl)amino)-8,9-dihydroimidazo[1',2':1,6]pyrido[2,3-d]pyrimidin-6-yl)-4-methylphenyl)-4-(trifluoromethyl)pyridineamide hydrochloride